tert-Butyl 3-(2,2,2-trifluoroethoxy)azetidine-1-carboxylate FC(COC1CN(C1)C(=O)OC(C)(C)C)(F)F